C(#N)C(C)P(OC)(=O)OC dimethyl cyanoethanephosphonate